5-(3-(3,3-dimethylbutoxy)-5-fluorophenyl)-4-(2-isopropylphenyl)thiazol-2-amine CC(CCOC=1C=C(C=C(C1)F)C1=C(N=C(S1)N)C1=C(C=CC=C1)C(C)C)(C)C